O1CCC(CC1)NS(=O)(=O)C N-(tetrahydro-2H-pyran-4-yl)methanesulfonamide